CN1C(C=2N(CC1)N=CC2NC(OC(C)(C)C)=O)=O tert-Butyl (5-methyl-4-oxo-4,5,6,7-tetrahydropyrazolo[1,5-a]pyrazin-3-yl)carbamate